N1(N=CC=C1)C1=C(CNC2=C3N=CN(C3=NC(=N2)N2CCC(CC2)(O)CN(C)C)C(C)C)C=CC=C1 (6-((2-(1H-pyrazol-1-yl)benzyl)amino)-9-isopropyl-9H-purin-2-yl)-4-((dimethylamino)methyl)piperidin-4-ol